ClC=1C=C(C=C(C1)Cl)C1(CC(=NO1)C1=CC(=C(C=C1)C(C(=O)N)CC(=O)N)C)C(F)(F)F (4-(5-(3,5-dichlorophenyl)-5-(trifluoromethyl)-4,5-dihydroisoxazol-3-yl)-2-methylphenyl)succinamide